15-[2-fluoro-3-isocyanato-5-(trifluoromethyl)phenoxy]-2,2,3,3-tetramethyl-4,7,10,13-tetraoxa-3-silapentadecane FC1=C(OCCOCCOCCOCCO[Si](C(C)(C)C)(C)C)C=C(C=C1N=C=O)C(F)(F)F